5-bromo-3-(1-(methylsulfonyl)indolin-6-yl)-3H-imidazo[4,5-b]pyridine BrC1=CC=C2C(=N1)N(C=N2)C2=CC=C1CCN(C1=C2)S(=O)(=O)C